C(C1=CC=CC=C1)(=O)NCC(C(=O)O)N 3-BENZOAMIDO-2-AMINOPROPIONIC ACID